C1(CCCC1)SC1=NN=C(N1C=1C=NC=CC1)COC1=CC(=C(C=C1)C1=CC=C(C=C1)S(=O)(=O)C)C 3-[3-Cyclopentylsulfanyl-5-(4'-methanesulfonyl-2-methyl-biphenyl-4-yloxymethyl)-[1,2,4]triazol-4-yl]-pyridine